1-[5-(benzyloxy)-2-nitrophenyl]methylamine C(C1=CC=CC=C1)OC=1C=CC(=C(C1)CN)[N+](=O)[O-]